N-(2-oxoethyl)benzenesulfonamide O=CCNS(=O)(=O)C1=CC=CC=C1